CC1=C(C=CC=C1C)[C@@H](C)C=1N=CNC1 |r| (+-)-4-[1-(2,3-dimethylphenyl)ethyl]-1H-imidazole